5-((methoxymethoxy)methyl)-1-methyl-1H-indole-3-carboxylate COCOCC=1C=C2C(=CN(C2=CC1)C)C(=O)[O-]